7-indan-4-yl-6-methyl-2-methylsulfanyl-5,6,7,8-tetrahydroquinazolin-4-ol C1CCC2=C(C=CC=C12)C1C(CC=2C(=NC(=NC2C1)SC)O)C